2-[1-(4-{7-Cyclopropyl-5-[(1R)-1-methyl-1,2,3,4-tetrahydroisoquinoline-2-carbonyl]-pyrazolo[1,5-a]pyrimidin-2-yl}-3-fluorophenyl)piperidin-4-yl]acetamide C1(CC1)C1=CC(=NC=2N1N=C(C2)C2=C(C=C(C=C2)N2CCC(CC2)CC(=O)N)F)C(=O)N2[C@@H](C1=CC=CC=C1CC2)C